C(CCC)S(=O)C=1C=C2C(=NC1)NN=C2 5-(butylsulfinyl)-1H-pyrazolo[3,4-b]pyridine